C(CCC\C=C/CC)OC(CCC(=O)O)OCCCC\C=C/CC 4,4-bis{[(5Z)-oct-5-enyl]oxy}butyric acid